Cl.C1S(CC12CNC2)(=O)=O 2-thia-6-azaspiro[3.3]Heptane 2,2-dioxide HCl